C1(=CC=C(C=C1)C(C=O)C1=CC=C(C=C1)C)C 2,2-di-p-tolylacetaldehyde